N-(2-cyclopropyl-6,7-dihydro-5H-cyclopenta[d]pyrimidin-4-yl)-N-(4-pyridylmethyl)amine C1(CC1)C=1N=C(C2=C(N1)CCC2)NCC2=CC=NC=C2